C(C)C1CN(CCC1=O)C(=O)OC(C)(C)C tert-Butyl 3-ethyl-4-oxopiperidine-1-carboxylate